BrC1=C(C=CC=C1)N1C=CC2=CC=CC=C12 1-(2-bromophenyl)-1H-indole